ClC=1C(=NC(=NC1)C=1C2=C(N(N=C2C=C(C1)N)C)C1(NC2(N1)CCCCC2)C)C=2C=NN(C2)S(=O)(=O)C (5-chloro-4-(1-(methylsulfonyl)-1H-pyrazol-4-yl)pyrimidin-2-yl)-2-methyl-3-(2-methyl-diazaspiro[3.5]nonan-2-yl)-2H-indazol-6-amine